tert-Butyl(4-(((6-fluoroisoquinolin-1-yl)methyl)((3-methylpyridin-2-yl) methyl) amino) butyl) carbamate C(N)(OCCCC(N(CC1=NC=CC=C1C)CC1=NC=CC2=CC(=CC=C12)F)C(C)(C)C)=O